S1C2=C(C=C1)C(=CC=C2)N2CCN(CC2)CCCCOC2=CC=C1C=CC(N(C1=C2)COC(CCCCCCCCC)=O)=O decanoic acid 7-[4-(4-benzo[b]thiophen-4-ylpiperazin-1-yl)butoxy]-2-oxo-2H-quinolin-1-ylmethyl ester